NC1CS(CC1)(=O)=O 3-amino-tetrahydrothiophene dioxide